1-[(2S)-butan-2-yl]1H-imidazole-4-carboxylic acid C[C@@H](CC)N1C=NC(=C1)C(=O)O